(S)-3-acetamido-4-(((S)-1-((5-(2-aminoethoxy)-2-methylbenzyl)amino)-1-oxo-4-phenylbutan-2-yl)amino)-4-oxobutanoic acid C(C)(=O)N[C@@H](CC(=O)O)C(=O)N[C@H](C(=O)NCC1=C(C=CC(=C1)OCCN)C)CCC1=CC=CC=C1